4-amino-7-bromo-1-(2-chloro-5-fluorophenyl)-2-[(4-methoxyphenyl)methyl]-2,3-dihydro-1H-pyrrolo[4,3-c]pyridin-3-one NC1=NC=C(C2=C1C(N(C2C2=C(C=CC(=C2)F)Cl)CC2=CC=C(C=C2)OC)=O)Br